C1(=CC=CC=C1)[C@H]1N(C(OC1)=O)CC(=O)Cl (4(R)-phenyloxazolidin-2-one-3-yl)acetyl chloride